NC1CCN(CC1)C1=C(C=NC2=CC=C(C=C12)C1=C(C(=CC(=C1F)F)C#N)NC(=O)N(C)OC)C1=CC(=CC(=C1)C)F 1-{2-[4-(4-aminopiperidin-1-yl)-3-(3-fluoro-5-methylphenyl)quinolin-6-yl]-6-cyano-3,4-difluorophenyl}-3-methoxy-3-methylurea